O1C=C(C2=C1C=CC=C2)N2C(N(C(CC2)=O)CC2=CC=C(C=C2)OC)=O (benzofuran-3-yl)-3-(4-methoxybenzyl)dihydropyrimidine-2,4(1H,3H)-dione